1-((6-cyclopropyl-8-((2,2-diethoxyethoxy)methyl)imidazo[1,2-a]pyridin-2-yl)methyl)-N-(2-fluoro-3-methoxy-6-(1H-tetrazol-1-yl)benzyl)-1H-1,2,3-triazole-4-carboxamide C1(CC1)C=1C=C(C=2N(C1)C=C(N2)CN2N=NC(=C2)C(=O)NCC2=C(C(=CC=C2N2N=NN=C2)OC)F)COCC(OCC)OCC